7-cyclopentyl-2-(4-dimethylamino-3,4,5,6-tetrahydro-2H-[1,3']bipyridinyl-6'-ylamino)-7H-pyrrolo[2,3-d]pyrimidine-6-carboxylic acid C1(CCCC1)N1C(=CC2=C1N=C(N=C2)NC2=CC=C(C=N2)N2CCC(CC2)N(C)C)C(=O)O